4-(4-((R)-1-(3-(difluoromethyl)-2-fluorophenyl)ethylamino)-2-methylpyrido[2,3-d]pyrimidin-6-yl)cyclohex-3-ene-1-carboxylic acid FC(C=1C(=C(C=CC1)[C@@H](C)NC=1C2=C(N=C(N1)C)N=CC(=C2)C2=CCC(CC2)C(=O)O)F)F